ClC=1C=C(C=CC1)[C@H](CO)NC(=O)C=1C=C2C(=NC1)NN=C2C2=CC(=NC=C2)C (R)-N-(1-(3-chlorophenyl)-2-hydroxyethyl)-3-(2-methylpyridin-4-yl)-1H-pyrazolo[3,4-b]pyridine-5-amide